2'-acetyl-3-chloro-4-hydroxy-5',6-dimethyl-[1,4'-bipyridin]-2-one C(C)(=O)C1=NC=C(C(=C1)N1C(C(=C(C=C1C)O)Cl)=O)C